di-(chlorobenzyl) disulfide ClC(C1=CC=CC=C1)SSC(C1=CC=CC=C1)Cl